[Si](C)(C)(C(C)(C)C)O[C@@H]1C[C@@](N([C@@H]1C)C(=O)OC(C)(C)C)(C(=O)OC)CC(=C)CCl 1-(tert-butyl) 2-methyl (2R,4R,5R)-4-((tert-butyldimethylsilyl) oxy)-2-(2-(chloromethyl) allyl)-5-methylpyrrolidine-1,2-dicarboxylate